3-ethoxypyridine-2-carbaldehyde C(C)OC=1C(=NC=CC1)C=O